ClC=1N=CC2=C(N1)N(C(=C2F)C2CC2)C2=CC=CC(=N2)N=S2(CCCC2)=O 1-((6-(2-chloro-6-cyclopropyl-5-fluoro-7H-pyrrolo[2,3-d]pyrimidin-7-yl)pyridin-2-yl)imino)tetrahydro-1H-1λ6-thiophene 1-oxide